ClC1=NC(=NC(=C1)C1=C(C=CC=C1C)C)NS(=O)(=O)C1=CN=CC(=N1)C(=O)OC methyl 6-[[4-chloro-6-(2,6-dimethylphenyl)pyrimidin-2-yl]sulfamoyl]pyrazine-2-carboxylate